(3-Fluorophenyl)methyl-6,6-dimethyl-5,7-dihydro-4aH-pyrrolo[1,2-b]pyridazine-2,4-dione FC=1C=C(C=CC1)CC1C(C2N(NC1=O)CC(C2)(C)C)=O